COC1=CC(=NC(=N1)C)NC1=C(C(=CC=C1C)OC)C 6-methoxy-N-(3-methoxy-2,6-dimethylphenyl)-2-methylpyrimidin-4-amine